Methyl-({4-chloro-5-(6-fluoropyridin-3-yl)-1-[3-(methylsulfinyl)-pyridin-2-yl]-1H-pyrazol-3-yl}oxy)(methoxy)acetate COC(C(OC)OC1=NN(C(=C1Cl)C=1C=NC(=CC1)F)C1=NC=CC=C1S(=O)C)=O